NC=1NC(C=2N(C(N(C2N1)[C@@H]1O[C@@H]([C@H]([C@H]1O)F)CO)=O)CC1=CC(=CC=C1)Cl)=O 2-amino-7-(3-chlorobenzyl)-9-((2R,3S,4S,5R)-4-fluoro-3-hydroxy-5-(hydroxymethyl)tetrahydrofuran-2-yl)-7,9-dihydro-1H-purine-6,8-dione